(3R)-1-(cyclobutyl carbamoyl)-5',6'-dihydrospiro[pyrrolidine-3,4'-pyrrolo[1,2-b]pyrazol]-2'-yl trifluoromethanesulfonate FC(S(=O)(=O)OC=1C=C2N(N1)CC[C@]21CN(CC1)C(NC1CCC1)=O)(F)F